FC(C(=O)NC1=CC=C(C=C1)S(NCCCCCCCCO)(=O)=O)(F)F 2,2,2-trifluoro-N-[4-(8-hydroxyoctylsulfamoyl)phenyl]acetamide